(+-)-trans-N-(3-phenoxyphenyl)-4-phenylpyrrolidine-3-carboxamide hydrochloride Cl.O(C1=CC=CC=C1)C=1C=C(C=CC1)NC(=O)[C@@H]1CNC[C@H]1C1=CC=CC=C1 |r|